(S)-4-((4-(hexylcarbamoyl)-3-octyl-2-oxoimidazolidin-1-yl)methyl)benzoic acid C(CCCCC)NC(=O)[C@H]1N(C(N(C1)CC1=CC=C(C(=O)O)C=C1)=O)CCCCCCCC